The molecule is a brassinosteroid that is 5alpha-campestane bearing an oxo substituent at position 3. It has a role as a plant metabolite. It is a brassinosteroid and a 3-oxo-5alpha-steroid. It derives from a hydride of a 5alpha-campestane. C[C@H](CC[C@@H](C)C(C)C)[C@H]1CC[C@@H]2[C@@]1(CC[C@H]3[C@H]2CC[C@@H]4[C@@]3(CCC(=O)C4)C)C